1H-indol-2-on N1C(CC2=CC=CC=C12)=O